(2S)-1-(t-butoxycarbonyl)-pyrrolidine-2-carboxylic acid C(C)(C)(C)OC(=O)N1[C@@H](CCC1)C(=O)O